N1CCCC2=CC=CN=C12 tetrahydro-1,8-naphthyridine